octyl (E)-(6-amino-5-((2-hydroxyphenyl)diazenyl)pyridin-2-yl)carbamate NC1=C(C=CC(=N1)NC(OCCCCCCCC)=O)\N=N\C1=C(C=CC=C1)O